3,6-bis(4-(bis(2-hydroxylauryl)amino)butyl)piperazine-2,5-dione OC(CN(CCCCC1C(NC(C(N1)=O)CCCCN(CC(CCCCCCCCCC)O)CC(CCCCCCCCCC)O)=O)CC(CCCCCCCCCC)O)CCCCCCCCCC